COC=1C=C(C=CC1)C=1C=NN(C1)C1=NC=CC=C1 [4-(3-methoxyphenyl)-1H-pyrazol-1-yl]pyridine